BrCC(=O)C1=CC=C(C=C1)C=C 2-bromo-1-(4-ethenylphenyl)ethan-1-one